3-((cyclopropylmethylamino)(phenylmethyl)phenyl)-3-methyl-1H-pyrazole-5-carboxamide C1(CC1)CNC=1C(=C(C=CC1)C1(NNC(=C1)C(=O)N)C)CC1=CC=CC=C1